(2R,3R,4R,5s)-1-(((R)-1-(2-fluorophenyl)piperidin-3-yl)methyl)-2-methylpiperidine-3,4,5-triol FC1=C(C=CC=C1)N1C[C@H](CCC1)CN1[C@@H]([C@H]([C@@H]([C@H](C1)O)O)O)C